ClC=1C=CC2=C(N=C(O2)C23CC(C2)(C3)NC(=O)C=3OC(=CC3)[S@](=O)C)C1 N-[3-(5-chloro-1,3-benzoxazol-2-yl)-1-bicyclo[1.1.1]pentanyl]-5-[(R)-methylsulfinyl]furan-2-carboxamide